IC1=C(C=NC=C1OC)NC(C(C)(C)C)=O N-(4-iodo-5-methoxy-3-pyridyl)-2,2-dimethyl-propanamide